[2-(4-{7-[4-(2-tert-butoxycarbonylamino-ethoxy)-naphthyl]-3,5-dioxo-hepta-1,6-dienyl}-naphthoxy)-ethyl]-carbamic acid tert-butyl ester C(C)(C)(C)OC(NCCOC1=CC=C(C2=CC=CC=C12)C=CC(CC(C=CC1=CC=C(C2=CC=CC=C12)OCCNC(=O)OC(C)(C)C)=O)=O)=O